NC(C(=O)O)CC(C(F)(F)F)C 2-amino-5,5,5-trifluoro-4-methyl-pentanoic acid